C(CC([2H])([2H])[2H])(=O)C=1C(=CC(=NC1)NC(=O)C1CC1)NC1=CC=CC=2C=3C([C@H](N(C12)C)C)=NN(N3)C |r| (R/S)-N-(5-(propanoyl-3,3,3-d3)-4-((2,4,5-trimethyl-4,5-dihydro-2H-[1,2,3]triazolo[4,5-c]quinolin-6-yl)amino)pyridin-2-yl)cyclopropanecarboxamide